2,2-dimethyldioxolane-4-methanol CC1(OCC(O1)CO)C